N-(3,4-dihydroxybenzyl)-2-((5-nitrobenzo[d]oxazol-2-yl)amino)acetamide OC=1C=C(CNC(CNC=2OC3=C(N2)C=C(C=C3)[N+](=O)[O-])=O)C=CC1O